C(C)OC1=C(C=C2CCN([C@@H](C2=C1)CCC1=CNC2=CC=C(C=C12)OC)C(=O)N1CCOCC1)OC (R)-(7-ethoxy-6-methoxy-1-(2-(5-methoxy-1H-indol-3-yl)ethyl)-3,4-dihydroisoquinolin-2(1H)-yl)(morpholino)methanone